4-[7-(1-Cyano-1-methyl-propyl)imidazo[1,2-a]pyridin-3-yl]-N-cyclopropyl-2-(difluoromethoxy)-6-methoxy-benzamide C(#N)C(CC)(C)C1=CC=2N(C=C1)C(=CN2)C2=CC(=C(C(=O)NC1CC1)C(=C2)OC)OC(F)F